CC(C)C(=C)CC[C@H]([C@H]1[C@@H](C[C@@]2([C@@]1(CC=C3C2=CC[C@H]([C@]3(C)CCC(=O)O)C(=C)C)C)C)O)C(=O)O The molecule is a tricyclic triterpenoid isolated from Poria cocos. It has a role as a fungal metabolite. It is a tricyclic triterpenoid, a dicarboxylic acid and a secondary alcohol.